1-bromo-3-(4-nitrophenoxy)benzene BrC1=CC(=CC=C1)OC1=CC=C(C=C1)[N+](=O)[O-]